C[C@H]1CN(C[C@H](N1)C)C1=C2C=NC(=NC2=C(C=C1)C(=O)NC=1C=C(C=2N(C1)C=C(N2)CO)F)OC 5-[(3S,5R)-3,5-dimethylpiperazin-1-yl]-N-[8-fluoro-2-(hydroxymethyl)imidazo[1,2-a]pyridin-6-yl]-2-methoxy-quinazoline-8-carboxamide